5-Amino-1-cyclopropylmethyl-3-[2-(2,4-difluoro-phenylamino)-ethyl]-8-furan-2-yl-1,3-dihydro-[1,2,4]triazolo[5,1-i]purin-2-one NC=1N2C(C=3N(C(N(C3N1)CCNC1=C(C=C(C=C1)F)F)=O)CC1CC1)=NC(=N2)C=2OC=CC2